1-undecanal C(CCCCCCCCCC)=O